1-n-hexyl-3-methylimidazole tetrafluoroborate F[B-](F)(F)F.C(CCCCC)N1CN(C=C1)C